(R)-6-((2-(aminomethyl)-5,5-difluoropiperidin-1-yl)methyl)-5-methyl-N-(4-(trifluoromethoxy)pyridin-2-yl)pyridin-2-amine NC[C@@H]1N(CC(CC1)(F)F)CC1=C(C=CC(=N1)NC1=NC=CC(=C1)OC(F)(F)F)C